C(CCCCCCCCCCCCCCCCC)OC(C1=CC(O)=C(O)C(O)=C1)=O gallic acid octadecylester